methyl-allyl-hydroxypropyl-sodium CC(CC[Na])(O)CC=C